7-Fluoro-6-iodo-1-((2-(trimethylsilyl)ethoxy)methyl)-1H-indazole-5-carbonitrile FC=1C(=C(C=C2C=NN(C12)COCC[Si](C)(C)C)C#N)I